4-Phenyl-3,6-dihydro-2H-pyran C1(=CC=CC=C1)C=1CCOCC1